C(C)(C)(C)N1CCN(CC1)C=1C=C2CN(C(C2=CC1)=O)C1C(NC(CC1)=O)=O tert-butyl-4-[2-(2,6-dioxopiperidin-3-yl)-1-oxo-3H-isoindol-5-yl]piperazine